methyl 4-(benzyloxy)-7-bromo-8-chloro-1-(3-(ethoxycarbonyl)thioureido)isoquinoline-3-carboxylate C(C1=CC=CC=C1)OC1=C(N=C(C2=C(C(=CC=C12)Br)Cl)NC(=S)NC(=O)OCC)C(=O)OC